1-(5-(6-chloro-1H-indazol-4-yl)hexahydropyrrolo[3,4-b]pyrrol-1(2H)-yl)ethanone ClC1=CC(=C2C=NNC2=C1)N1CC2N(CCC2C1)C(C)=O